CC([C@@H](C(=O)OC(C)(C)C)N(C(=O)[C@@H]1CN(CC1)CC#C)C)C tert-butyl (2S)-3-methyl-2-[methyl-[(3S)-1-prop-2-ynylpyrrolidine-3-carbonyl]amino]butanoate